[4-(aminomethyl)benzyl]-16-(3,5-bis{[{[6-(hexanoylamino)pyridin-2-yl]methyl}(pyridin-2-ylmethyl)amino]methyl}phenoxy)-11-oxo-3,6,9-trioxa-12-azahexadecan-1-amide NCC1=CC=C(CC(C(=O)N)OCCOCCOCC(NCCCCOC2=CC(=CC(=C2)CN(CC2=NC=CC=C2)CC2=NC(=CC=C2)NC(CCCCC)=O)CN(CC2=NC=CC=C2)CC2=NC(=CC=C2)NC(CCCCC)=O)=O)C=C1